ClC=1C=C2C=C(C(NC2=CC1OC)=O)C=NS(=O)C(C)(C)C N-((6-chloro-7-methoxy-2-oxo-1,2-dihydroquinolin-3-yl)methylene)-2-methylpropane-2-sulfinamide